1-(((1-aminoisoquinolin-6-yl)amino)methyl)-2-azabicyclo[2.1.1]hexan NC1=NC=CC2=CC(=CC=C12)NCC12NCC(C1)C2